ClC1=C(C=CC=C1)C1CN(CCO1)C1=CC(=C(C(=C1)C)NC(CC1CCCC1)=O)C N-{4-[2-(2-Chloro-phenyl)-morpholin-4-yl]-2,6-dimethyl-phenyl}-2-cyclopentyl-acetamide